CC(C(=O)Cl)=CC trans-2-methylbut-2-enoyl chloride